tert-butyl 4-indolin-5-yl-3,6-dihydro-2H-pyridine-1-carboxylate N1CCC2=CC(=CC=C12)C=1CCN(CC1)C(=O)OC(C)(C)C